(S)-2-((2-((4-chloro-2-fluorobenzyl)oxy)-4-methyl-5,8-dihydro-1,7-naphthyridin-7(6H)-yl)methyl)-1-(oxetan-2-ylmethyl)-1H-benzo[d]imidazole-6-carboxylic acid ClC1=CC(=C(COC2=NC=3CN(CCC3C(=C2)C)CC2=NC3=C(N2C[C@H]2OCC2)C=C(C=C3)C(=O)O)C=C1)F